C(C)(C)(C)C1=NC(=NO1)C(=O)NCC1=C(C=C(C=C1)C1=C(C=NC=C1)N1CC(CC1)CN(C(OC(C)(C)C)=O)C)C tert-butyl ((1-(4-(4-((5-(tert-butyl)-1,2,4-oxadiazole-3-carboxamido)-methyl)-3-methylphenyl)pyridin-3-yl)pyrrolidin-3-yl)methyl)(methyl)carbamate